BrC=1C=C(C=CC1)C(O)C1=CC2=C(C=N1)CN(C2)S(=O)(=O)C2=CC=C(C=C2)C=2OC=CN2 (3-bromophenyl)([2-[4-(1,3-oxazol-2-yl)benzenesulfonyl]-1H,2H,3H-pyrrolo[3,4-c]pyridin-6-yl])methanol